CN(C1(CCC2(CN(C(N2)=O)C=2C=CC(=NC2)C#N)CC1)C1=CC=CC=C1)C 5-(8-dimethylamino-2-oxo-8-phenyl-1,3-diazaspiro[4.5]decan-3-yl)-pyridine-2-carbonitrile